C(#N)CC(=O)C1=CC=C(C(=O)O)C=C1 4-(cyanoacetyl)benzoic acid